ClC1=C(C=CC(=C1)F)C(=O)C1=CNC=2N=C(N=C(C21)NC2CCC(CC2)CO)NC2=CC=C(C=C2)N2CCOCC2 (2-chloro-4-fluorophenyl)(4-(((1r,4r)-4-(hydroxymethyl)cyclohexyl)aminyl)-2-((4-morpholinophenyl)amino)-7H-pyrrolo[2,3-d]pyrimidin-5-yl)methanone